OC(CC(=O)NC)CC1=CC=CC=C1 3-hydroxy-N-methyl-4-phenylbutanamide